5-(6,7-dimethoxyquinazolin-4-yl)picolinonitrile COC=1C=C2C(=NC=NC2=CC1OC)C=1C=CC(=NC1)C#N